4-(4-fluorophenyl)thiazole-5-Carbononitrile FC1=CC=C(C=C1)C=1N=CSC1C#N